CC1=NN=C(S1)NC(=O)C1=NN2C(C(N(CC2)CCC(C)C)=O)=C1C1CC1 3-cyclopropyl-5-(3-methylbutyl)-4-oxo-4,5,6,7-tetrahydropyrazolo[1,5-a]pyrazine-2-carboxylic acid (5-methyl[1,3,4]thiadiazol-2-yl)amide